BrC1=C(C2=CN(N=C2C=C1)COCC[Si](C)(C)C)Cl 5-bromo-4-chloro-2-((2-(trimethylsilyl)ethoxy)methyl)-2H-indazole